4-(2-(Dimethylamino)ethyl)-7-(5-(7-ethyl-7H-imidazo[4,5-c]pyridazin-4-yl)-2-fluorophenyl)-6-methoxy-2H-benzo[b][1,4]oxazin-3(4H)-one CN(CCN1C2=C(OCC1=O)C=C(C(=C2)OC)C2=C(C=CC(=C2)C=2C1=C(N=NC2)N(C=N1)CC)F)C